C(C1=CC=CC=C1)N(C([C@@H](C)Cl)=O)[C@H](C(=O)OC)CCNC(=O)OC methyl (S)-2-((R)-N-benzyl-2-chloropropanamido)-4-((methoxycarbonyl)amino)butanoate